8-[(1R)-1-[(2-Benzylsulfanyl-6-chloro-3-pyridyl)oxy]ethyl]-3,6-dimethyl-2-(1-methylpyrazol-4-yl)chromen-4-one C(C1=CC=CC=C1)SC1=NC(=CC=C1O[C@H](C)C=1C=C(C=C2C(C(=C(OC12)C=1C=NN(C1)C)C)=O)C)Cl